ClC=1C=C(C=CC1F)N1[C@H](CN(CC1)C(C(CC1(C(NC(N1)=O)=O)COC)C)=O)C 5-{3-[(S)-4-(3-Chloro-4-fluoro-phenyl)-3-methyl-piperazin-1-yl]-2-methyl-3-oxo-propyl}-5-methoxymethyl-imidazolidine-2,4-dione